β-rhodinol C[C@@H](CCC=C(C)C)CCO